2-(7-cyano-5-(2-ethoxyprop-2-yl)benzo[b]thiophen-2-yl)-4-methylthiazole-5-carboxylic acid C(#N)C1=CC(=CC2=C1SC(=C2)C=2SC(=C(N2)C)C(=O)O)C(C)(C)OCC